FC(C(C(F)(F)F)OC(=O)N1CCC2(C[C@H]2C(NC=2C=NC(=CC2)OC)=O)CC1)(F)F.P([O-])([O-])[O-].[Rh+3] |r| rhodium Phosphite 1,1,1,3,3,3-hexafluoropropan-2-yl-(±)-1-((6-methoxypyridin-3-yl)carbamoyl)-6-azaspiro[2.5]octane-6-carboxylate